C1(CC1)N1N=C(C2=C1C=NN(C2=O)CC(=O)N[C@@H](C)C2=CC(=C(C=C2)C)F)C (S)-2-(1-Cyclopropyl-3-methyl-4-oxo-1,4-dihydro-5H-pyrazolo[3,4-d]pyridazin-5-yl)-N-(1-(3-fluoro-4-methylphenyl)ethyl)acetamid